3,3-difluoro-4-(2-fluoro-4-nitrophenyl)-1,2,3,6-tetrahydropyridine FC1(CNCC=C1C1=C(C=C(C=C1)[N+](=O)[O-])F)F